butanediol bis(3-mercapto-3-methylbutyrate) SC(CC(=O)OC(CCC)OC(CC(C)(C)S)=O)(C)C